FC(C(=O)O)(F)F.O=C1NC(CCC1N1C(N(C2=C1C=CC(=C2)C2CCN(CC2)C2CCC1(CN(C1)C1=NC=CC(=N1)C)CC2)C)=O)=O (2-(7-(4-(1-(2,6-dioxopiperidin-3-yl)-3-methyl-2-oxo-2,3-Dihydro-1H-benzo[d]imidazol-5-yl)piperidin-1-yl)-2-azaspiro[3.5]nonan-2-yl)pyrimidin-4-yl)methan Trifluoroacetate salt